C(CCCC)C(COC(CCCCN(C(OCCN(CCOC(N(CCCCC(=O)OCC(CCCCC)CCCCC)CCCCCCC)=O)CCN(CC)CC)=O)CCCCCCC)=O)CCCCC Bis(2-pentylheptyl)11-(2-(diethylamino)ethyl)-6,16-diheptyl-7,15-dioxo-8,14-dioxa-6,11,16-triazahenicosanedioate